methoxy-α-methyl-2-pyrrolidinopropionyl-L-phenylalanine CON([C@@](CC1=CC=CC=C1)(C(=O)O)C)C(C(C)N1CCCC1)=O